(S)-5-(4-hydroxyisoxazolidine-2-carbonyl)-1-isopentyl-3-methyl-6-(naphthalen-1-ylmethyl)-1,6-dihydro-2H-pyrrolo[3,4-d]pyrimidine-2,4(3H)-dione O[C@H]1CN(OC1)C(=O)C=1N(C=C2N(C(N(C(C21)=O)C)=O)CCC(C)C)CC2=CC=CC1=CC=CC=C21